CC1=NC=CC=C1C(=O)N1CCC(CC1)CCCCNC(=O)C1=CC=2C=NC=CC2N1 N-(4-{1-[(2-methylpyridin-3-yl)carbonyl]piperidin-4-yl}butyl)-1H-pyrrolo[3,2-c]pyridine-2-carboxamide